N-methyl-5-(2-methyl-2H-indazol-5-yl)-N-(piperidin-4-yl)[1,3]thiazolo[5,4-b]pyridin-2-amine CN(C=1SC2=NC(=CC=C2N1)C1=CC2=CN(N=C2C=C1)C)C1CCNCC1